C(C)(C)C1CNC(C2N1CCNC2)=O 4-isopropylhexahydro-2H-pyrazino[1,2-a]pyrazin-1(6H)-one